(3-(3-(Trifluoromethoxy)phenyl)imidazo[1,2-b]pyridazin-6-yl)cyclohexane FC(OC=1C=C(C=CC1)C1=CN=C2N1N=C(C=C2)C2CCCCC2)(F)F